N-(4-(4-(3-(3-fluorophenethyl)ureido)phenoxy)-7-methoxyquinazolin-6-yl)propanamide FC=1C=C(CCNC(NC2=CC=C(OC3=NC=NC4=CC(=C(C=C34)NC(CC)=O)OC)C=C2)=O)C=CC1